1-(2-hydroxyethyl)-3-methylimidazole bromide [Br-].OCCN1CN(C=C1)C